2-chloro-5-[[5-(3,5-dichloro-4-fluoro-phenyl)-5-(trifluoromethyl)-4H-isoxazol-3-yl]-methyl-amino]-N-[(4R)-2-ethyl-3-oxo-isoxazolidin-4-yl]benzamide ClC1=C(C(=O)N[C@H]2C(N(OC2)CC)=O)C=C(C=C1)N(C)C1=NOC(C1)(C(F)(F)F)C1=CC(=C(C(=C1)Cl)F)Cl